FC1=CC=2N=C(SC2C(=C1)F)N 5,7-difluorobenzo[2,1-d][1,3]thiazolin-2-amine